4-propyl-5-(4-acetylpyridyl)-2(3h)-oxazolone C(CC)C=1NC(OC1C1=NC=CC(=C1)C(C)=O)=O